2-fluoro-4-aminobenzoic acid methyl ester hydrochloride Cl.COC(C1=C(C=C(C=C1)N)F)=O